2-adamantan-1-yl-N-(4-ethoxyphenyl)acetamide C12(CC3CC(CC(C1)C3)C2)CC(=O)NC2=CC=C(C=C2)OCC